2-((2-((8,8-dimethyl-1-oxaspiro[4.5]decan-2-yl)oxy)benzyl)oxy)-8,8-dimethyl-1-oxaspiro[4.5]decane CC1(CCC2(CCC(O2)OC2=C(COC3OC4(CC3)CCC(CC4)(C)C)C=CC=C2)CC1)C